CN1N=C(N=C1SCC1=CC=CC=C1)C(=O)OCC1=CC=CC=C1 benzyl 1-methyl-5-benzylthio-1,2,4-triazole-3-carboxylate